tert-butyl (S)-3-(((S)-3-((1-(3-(4-chlorophenyl)-1,2,4-oxadiazol-5-yl)piperidine-4-carboxamido)methyl)pyrrolidin-1-yl)methyl)piperidine-1-carboxylate ClC1=CC=C(C=C1)C1=NOC(=N1)N1CCC(CC1)C(=O)NC[C@H]1CN(CC1)C[C@H]1CN(CCC1)C(=O)OC(C)(C)C